FC1=CC=C(C(=O)NC=2C=C3C=CNC3=CC2)C=C1 4-fluoro-N-(1H-indol-5-yl)benzamide